BrC=1C=C(N(C)C)C=CC1[N+](=O)[O-] 3-bromo-N,N-dimethyl-4-nitroaniline